C(C1=CC=CC=C1)OC1=C(C=C(C=N1)C1=NC=C(N=C1)Cl)F 2-(6-benzyloxy-5-fluoro-3-pyridinyl)-5-chloro-pyrazine